CN1C=CC2=[N+](C=CC=C21)C 1,4-dimethyl-1H-pyrrolo[3,2-b]pyridin-4-ium